ClC1=NN(C(C2=CC=CC=C12)=O)C1=CC=C(C=C1)OC 4-chloro-2-(4-methoxyphenyl)phthalazin-1(2H)-one